(E)-1,4-butenediol C(=C\CCO)/O